FC=1C=C(CN)C=CC1C(F)(F)F 3-fluoro-4-trifluoromethylbenzylamine